4-(2-bromo-6-(methylsulfonyl)pyridin-4-yl)morpholine BrC1=NC(=CC(=C1)N1CCOCC1)S(=O)(=O)C